C(CCCCCCC\C=C/C[C@H](O)CCCCCC)(=O)[O-].[Zn+2].C(CCCCCCC\C=C/C[C@H](O)CCCCCC)(=O)[O-] zinc ricinoleate